4-(4-hex-5-ynylpiperazinyl)butanoic acid C(CCCC#C)N1CCN(CC1)CCCC(=O)O